FC1=C(C=CC=C1)C(=O)N1C2CN(C(C1)CC2)CC2=C(N=C1N2C=CC=C1)C1=CC=C(C=C1)C(C)C (+)-(2-Fluorophenyl)(5-{[2-(4-isopropylphenyl)imidazo[1,2-a]pyridin-3-yl]methyl}-2,5-diazabicyclo[2.2.2]oct-2-yl)methanone